3,4-dimethoxy-4'-methoxybiphenyl COC=1C=C(C=CC1OC)C1=CC=C(C=C1)OC